C1(=CC=CC=C1)C(C1=CC=CC=C1)=NC1=CC(=CN(C1=O)C)B(O)O 5-(Diphenylmethyleneamino)-1-methyl-6-oxo-1,6-dihydropyridin-3-yl-boronic acid